BrC=1C=C(C=CC1)S(=O)(=O)NC1=CC=2C(C3=CC=CC=C3C(C2C(=C1O)O)=O)=O 3-bromo-N-(3,4-dihydroxy-9,10-dioxo-9,10-dihydroanthracen-2-yl)benzenesulfonamide